3-(5-((2,4-dimethoxybenzyl)amino)-9-fluoro-8-methoxy-[1,2,4]triazolo[1,5-c]quinazolin-2-yl)-5-fluoropiperidine-1-carboxylate COC1=C(CNC2=NC=3C=C(C(=CC3C=3N2N=C(N3)C3CN(CC(C3)F)C(=O)[O-])F)OC)C=CC(=C1)OC